methyl 4-(benzyloxy)-7-(3-(ethoxycarbonyl)ureido)thieno[2,3-c]pyridine-5-carboxylate C(C1=CC=CC=C1)OC1=C2C(=C(N=C1C(=O)OC)NC(=O)NC(=O)OCC)SC=C2